ClC1=C(C=C2CN(C(C2=C1)=O)C1C(NC(CC1)=O)=O)B1OC(C(O1)(C)C)(C)C 3-(6-chloro-1-oxo-5-(4,4,5,5-tetramethyl-1,3,2-dioxaborolan-2-yl)isoindolin-2-yl)piperidine-2,6-dione